2-Ethoxyethyl (3-(3-fluoro-4-((2-methyl-1H-imidazol-1-yl)methyl)phenyl)-5-isobutyl-thiophen-2-yl)sulfonylcarbamate FC=1C=C(C=CC1CN1C(=NC=C1)C)C1=C(SC(=C1)CC(C)C)S(=O)(=O)NC(OCCOCC)=O